FC1=C2C(CCOC2=C(C=C1)F)NS(=O)(=O)C1=CC=C(C=C1)OC(F)(F)F N-(5,8-difluorochroman-4-yl)-4-(trifluoromethoxy)benzene-sulfonamide